2-methanesulfonyl-8-[(1s,4s)-4-{[(tert-butyldimethylsilyl)oxy]methyl}cyclohexyl]-5-[2-(triisopropylsilyl)ethynyl]pyrido[2,3-d]pyrimidin-7-one CS(=O)(=O)C=1N=CC2=C(N1)N(C(C=C2C#C[Si](C(C)C)(C(C)C)C(C)C)=O)C2CCC(CC2)CO[Si](C)(C)C(C)(C)C